C(C)(C)(C)OC(=O)N1CCN(CC1)C1CN(C(C1)=O)C1=CC=C(C=C1)S(=O)(=O)N1CCN(CC1)C(=O)OCC1=CC=CC=C1.FC1=CC=C(C=C1)N1OCC(C1C1=CC=CC=C1)C(C)=O 2-(4-fluorophenyl)-3-phenyl-4-acetyl-isoxazoline Tert-butyl-4-[1-[4-(4-benzyloxycarbonylpiperazin-1-yl)sulfonylphenyl]-5-oxo-pyrrolidin-3-yl]piperazine-1-carboxylate